FC=1C(=NC=CC1)C1=NN(C=C1NC(=O)C=1N=C(SC1)C=1C=NNC1)C1CCC2(OCCO2)CC1 N-(3-(3-fluoropyridin-2-yl)-1-(1,4-dioxaspiro[4.5]decan-8-yl)-1H-pyrazol-4-yl)-2-(1H-pyrazol-4-yl)thiazole-4-carboxamide